Methyl 4-(8-bromo-3,6-dimethyl-4-oxo-3,4-dihydroquinazolin-2-yl)piperazine-1-carboxylate BrC=1C=C(C=C2C(N(C(=NC12)N1CCN(CC1)C(=O)OC)C)=O)C